6-(4,4,5,5-tetramethyl-1,3,2-dioxaborolan-2-yl)-3,4-dihydro-1H-benzo[c][1,2]thiazine 2,2-dioxide CC1(OB(OC1(C)C)C1=CC2=C(NS(CC2)(=O)=O)C=C1)C